4-[3-(2-methoxy-1-methyl-vinyl)phenyl]isoxazole COC=C(C)C=1C=C(C=CC1)C=1C=NOC1